C(C)O[Si](OCC)(OCC)CN1COCC1 3-(Trieth-oxysilylmethyl)-1,3-oxazolidin